5-(4,5-dimethylisoxazol-3-yl)-1,3,4-oxadiazol CC=1C(=NOC1C)C1=NN=CO1